benzyl (2S)-2-(cyanomethyl)-4-[6-[(3-methoxy-1-naphthyl)carbamoyl]-2-[(2-methylpyrazol-3-yl)methylamino]pyrimidin-4-yl]piperazine-1-carboxylate C(#N)C[C@@H]1N(CCN(C1)C1=NC(=NC(=C1)C(NC1=CC(=CC2=CC=CC=C12)OC)=O)NCC=1N(N=CC1)C)C(=O)OCC1=CC=CC=C1